(2-((4-(diethylamino)butyl)amino)-6-(2,6-difluoro-3,5-dimethoxyphenyl)pyrido[3,4-d]pyrimidin-8-yl)-3-methylazetidin-3-ol C(C)N(CCCCNC=1N=CC2=C(N1)C(=NC(=C2)C2=C(C(=CC(=C2F)OC)OC)F)N2CC(C2)(O)C)CC